2,2-bis(3-methoxy-4-(4-maleimidophenoxy)phenyl)propane COC=1C=C(C=CC1OC1=CC=C(C=C1)N1C(C=CC1=O)=O)C(C)(C)C1=CC(=C(C=C1)OC1=CC=C(C=C1)N1C(C=CC1=O)=O)OC